FC(C(=O)O)(F)F.N[C@H]1C[C@H](CCC1)NC=1C=C(C(N(N1)C)=O)C(F)(F)F 6-(((1S,3R)-3-aminocyclohexyl)amino)-2-methyl-4-(trifluoromethyl)pyridazin-3(2H)-one trifluoroacetate